The molecule is a member of the class of benzodioxoles that is 1,3-benzodioxole which is substituted by an allyl group at position 5. It is found in several plants, including black pepper, cinnamon and nutmeg, and is present in several essential oils, notably that of sassafras. It has insecticidal properties and has been used as a topical antiseptic. Although not thought to pose a significant carcinogenic risk to humans, findings of weak carcinogenicity in rats have resulted in the banning of its (previously widespread) use in perfumes and soaps, and as a food additive. It has a role as a plant metabolite, a flavouring agent, an insecticide and a metabolite. C=CCC1=CC2=C(C=C1)OCO2